4,4-dimethoxycyclohexa-2,5-dien-1-one COC1(C=CC(C=C1)=O)OC